NC=1C(=NC(=C(N1)C=1OC=CN1)C=1C=CC=2N(C1)C(=CN2)C)C(=O)NCC2=NC(=CC=C2)N2CC(C2)CN(C)C 3-amino-N-((6-(3-((dimethylamino)methyl)azetidin-1-yl)pyridin-2-yl)methyl)-6-(3-methylimidazo[1,2-a]pyridin-6-yl)-5-(oxazol-2-yl)pyrazine-2-carboxamide